CC(C=CC=CCCCCCCCl)CCC 11-methyl-7,9-tetradecdienyl chloride